BrC1=C2C(=NC=C1)OCO2 7-bromo-[1,3]dioxolo[4,5-b]pyridine